N-(4-((2-(1,1-difluoroethyl)-6-ethylpyrimidin-4-yl)amino)-5-(3-methoxypropoxy)pyridin-2-yl)acetamide FC(C)(F)C1=NC(=CC(=N1)NC1=CC(=NC=C1OCCCOC)NC(C)=O)CC